N-allyl-3-methylaniline C(C=C)NC1=CC(=CC=C1)C